N-(4-fluorophenyl)-N-(4-phenyl-5-((3-(trifluoromethyl)phenyl)carbamoyl)thiazol-2-yl)cyclopropane-1,1-dicarboxamide FC1=CC=C(C=C1)N(C(=O)C1(CC1)C(=O)N)C=1SC(=C(N1)C1=CC=CC=C1)C(NC1=CC(=CC=C1)C(F)(F)F)=O